CC=1C=CC=2N(C3=CC=C(C=C3C2C1)C)C1=CC=C(C=C1)C=1C(=C(C(=C(C1C=1C=NC=CC1)C1=CC(=NC(=C1)C1=CC=CC=C1)C1=CC=CC=C1)C1=CC=C(C=C1)N1C2=CC=C(C=C2C=2C=C(C=CC12)C)C)C1=CC(=NC(=C1)C1=CC=CC=C1)C1=CC=CC=C1)C#N 4,4''-bis(3,6-dimethyl-9H-carbazol-9-yl)-3',5'-bis(2,6-diphenylpyridin-4-yl)-6'-(pyridin-3-yl)-[1,1':4',1''-terphenyl]-2'-carbonitrile